N-((1R)-3-cyano-3-azabicyclo[3.2.0]heptan-1-yl)-5-(3-(phenylamino)pyridin-4-yl)-1H-pyrazole-3-carboxamide C(#N)N1C[C@]2(CCC2C1)NC(=O)C1=NNC(=C1)C1=C(C=NC=C1)NC1=CC=CC=C1